Dipotassium Pyrophosphate [O-]P([O-])(=O)OP(=O)(O)O.[K+].[K+]